FC1=CC=C(C=C1)C1=CC(=C(C=C1)NC(OC(C)(C)C)=O)NC(=O)C1=CC2=NC(=CC=C2O1)S(=O)(=N)C tert-butyl N-[4-(4-fluorophenyl)-2-[[5-(methylsulfonimidoyl)furo[3,2-b]pyridine-2-carbonyl]amino]phenyl]carbamate